(E)-3-(4-((E)-2-(2,4-dichlorophenyl)-1-(7-fluoro-1H-indazol-5-yl)but-1-en-1-yl)phenyl)acrylic acid ClC1=C(C=CC(=C1)Cl)/C(=C(/C=1C=C2C=NNC2=C(C1)F)\C1=CC=C(C=C1)/C=C/C(=O)O)/CC